CC=1C=CC(=C(C1)C=1C(=C(C(=CC1O)CCCCC)C1=NOC(=N1)C)O)C(=C)C 5'-methyl-3-(5-methyl-1,2,4-oxadiazol-3-yl)-4-pentyl-2'-(prop-1-en-2-yl)-[1,1'-biphenyl]-2,6-diol